BrC=1C=C2CC(CNC2=C(C1F)I)O 6-bromo-7-fluoro-8-iodo-1,2,3,4-tetrahydroquinolin-3-ol